N-[2-[2-(Dimethylamino)ethoxy]-4-(1H-pyrazol-4-yl)phenyl]-2,3-dihydro-1,4-benzodioxin-2-carboxamide hydrochloride Cl.CN(CCOC1=C(C=CC(=C1)C=1C=NNC1)NC(=O)C1COC2=C(O1)C=CC=C2)C